BrC1=C(C=2C(N(C1=O)CC#N)=CN(N2)CC#N)N2[C@H](CN([C@@H](C2)CC)C(C)C=2C=C1N=CC=NC1=CC2)C 2,2'-(6-bromo-7-((2S,5R)-5-ethyl-2-methyl-4-(1-(quinoxalin-6-yl)ethyl)piperazin-1-yl)-5-oxo-2H-pyrazolo[4,3-b]pyridine-2,4(5H)-diyl)diacetonitrile